N-(4-(4-Fluorophenyl)-2-hydroxy-2-(trifluoromethyl)-2H-chromen-3-yl)acetamide FC1=CC=C(C=C1)C1=C(C(OC2=CC=CC=C12)(C(F)(F)F)O)NC(C)=O